2-phenyl-1,10-phenanthroline C1(=CC=CC=C1)C1=NC2=C3N=CC=CC3=CC=C2C=C1